spiro[3.4]octan-2-one C1C(CC12CCCC2)=O